sec-butylamine 2-(alpha-n-pentanonyl)benzoate C(CCCC)(=O)C1=C(C(=O)O)C=CC=C1.C(C)(CC)N